C(#N)C12CC(C1)(C2)C(=O)N(C)OC 3-cyano-N-methoxy-N-methylbicyclo[1.1.1]pentane-1-carboxamide